methyl-1-undecanal CC(C=O)CCCCCCCCC